4-[3-[8-bromo-3-(trifluoromethylsulfanyl)imidazo[1,2-a]pyridin-2-yl]prop-2-ynylamino]-3-methoxy-N-methyl-benzamide BrC=1C=2N(C=CC1)C(=C(N2)C#CCNC2=C(C=C(C(=O)NC)C=C2)OC)SC(F)(F)F